6-chloro-4-(2-((2,6-dimethylpyrimidin-4-yl)amino)pyrazolo[1,5-a]pyridin-5-yl)pyridin-3-ol ClC1=CC(=C(C=N1)O)C1=CC=2N(C=C1)N=C(C2)NC2=NC(=NC(=C2)C)C